ethyl (2r,4S)-2-(4-((R)-4,4-difluoro-2-(hydroxymethyl)pyrrolidin-1-yl)piperidin-1-yl)-6-azaspiro[3.4]octane-6-carboxylate FC1(C[C@@H](N(C1)C1CCN(CC1)C1CC2(C1)CN(CC2)C(=O)OCC)CO)F